P(=O)(=O)B([O-])[O-] phosphoboronate